N-(3,3-dimethyl-1-((4-(trifluoromethyl)phenyl)amino)-2,3-dihydro-1H-inden-5-yl)acrylamide CC1(CC(C2=CC=C(C=C12)NC(C=C)=O)NC1=CC=C(C=C1)C(F)(F)F)C